(1r,3r)-3-((4-fluoro-3-(trifluoromethyl)phenyl)thio)cyclobutane-1-amine hydrochloride Cl.FC1=C(C=C(C=C1)SC1CC(C1)N)C(F)(F)F